ClCC(CC1([C@H]2C[C@H]2CN1C(=O)OC(C)(C)C)C(=O)OC)=C 3-(t-butyl) 2-methyl (1S,5R)-2-(2-(chloromethyl)allyl)-3-azabicyclo[3.1.0]hexane-2,3-dicarboxylate